C12CC3CCCC(CCCC3C1)C2 Tricyclo[5.5.1.03,11]tridecane